5-[4-(2-chlorobenzoylamino)phenyl]-1H-naphtho[1,2-b][1,4]diazepine-2,4(3H,5H)-dione ClC1=C(C(=O)NC2=CC=C(C=C2)N2C3=C(NC(CC2=O)=O)C2=CC=CC=C2C=C3)C=CC=C1